6-cyclopropyl-4-[(2-fluoro-4-iodophenyl)amino]-8-{3-[(methylsulfamoyl)amino]phenyl}pyridazino[4,5-e][1,3]oxazine-2,5-dione C1(CC1)N1N=C(C2=C(C(=NC(O2)=O)NC2=C(C=C(C=C2)I)F)C1=O)C1=CC(=CC=C1)NS(NC)(=O)=O